COC=1C(=CC2=CN(N=C2C1)C)C#C[Si](C)(C)C 2-(6-methoxy-2-methyl-indazol-5-yl)ethynyl-trimethyl-silane